OC1(CN(CC1)C=1OC2=C(N1)C=CC=C2)C 2-(3-Hydroxy-3-methylpyrrolidin-1-yl)-1,3-benzoxazole